5-chloro-N-((R)-1-(2,4-dichlorophenyl)ethyl)-2-((3aR,6aS)-hexahydropyrrolo[3,4-c]pyrrol-2(1H)-yl)-6-methylpyrimidin-4-amine ClC=1C(=NC(=NC1C)N1C[C@@H]2CNC[C@@H]2C1)N[C@H](C)C1=C(C=C(C=C1)Cl)Cl